ClC1=NC=C(C(=O)N)C(=C1)NC1=C(C=CC=C1)OC(C)C 6-chloro-4-(2-isopropoxy-phenylamino)nicotinamide